diphenyl-ethoxyketone C1(=CC=CC=C1)C(COC(=O)OCC(C1=CC=CC=C1)C1=CC=CC=C1)C1=CC=CC=C1